(R)-1-(1-acryloylpyrrolidin-3-yl)-3-(4-(3-chlorophenoxy)-3-fluorophenyl)-1H-imidazo[4,5-c]pyridin-2(3H)-one C(C=C)(=O)N1C[C@@H](CC1)N1C(N(C=2C=NC=CC21)C2=CC(=C(C=C2)OC2=CC(=CC=C2)Cl)F)=O